CN1N=CC2=CC(=CC=C12)C(=O)NC=1C=CC=2N(C1)C=C(N2)C2N(CC1(C2)CCCC1)C 1-methyl-N-(2-{2-methyl-2-azaspiro[4.4]nonan-3-yl}imidazo[1,2-a]pyridin-6-yl)-1H-indazole-5-carboxamide